11,14-Dihydroxytriacontanoic acid OC(CCCCCCCCCC(=O)O)CCC(CCCCCCCCCCCCCCCC)O